C(C)C(O[Si](OC)(OC)C)CC diethyl-methyl-trimethoxysilane